BrC(C(=O)O)=C 2-bromoacrylic acid